1-(3,5-difluorobenzyl)-N-methyl-6-(5H-pyrrolo[2,3-b]pyrazin-5-yl)-1H-imidazo[4,5-b]pyridin-2-amine FC=1C=C(CN2C(=NC3=NC=C(C=C32)N3C=CC=2C3=NC=CN2)NC)C=C(C1)F